OC1=CC=C2C(C(=C(OC2=C1)C1=CC=C(C=C1)O)O)=O 7,4'-dihydroxyflavonol